3-(2-chlorobenzoyl)-1H-indole ClC1=C(C(=O)C2=CNC3=CC=CC=C23)C=CC=C1